methyl 4-((6S)-4-((5-methoxy-7-methyl-1-tosyl-1H-indol-4-yl)methyl)-1,4-diazabicyclo[4.2.0]octan-3-yl)benzoate COC=1C(=C2C=CN(C2=C(C1)C)S(=O)(=O)C1=CC=C(C)C=C1)CN1C(CN2CC[C@H]2C1)C1=CC=C(C(=O)OC)C=C1